C1(=CC=CC=C1)CCCCNC(C)=O N-(4-Phenylbutyl)acetamide